O[C@@H]1[C@H](C[C@H]([C@@H]1O)N1C=CC2=C1N=CN=C2NC)COCC(=O)NCCC2=CC=CC=C2 2-{[(1R,2R,3S,4R)-2,3-dihydroxy-4-[4-(Methylamino)pyrrolo[2,3-d]pyrimidin-7-yl]cyclopentyl]methoxy}-N-(2-phenylethyl)acetamide